CNC(N)=O 3-methylurea